C(C1=CC=CC=C1)N1S(CC(C1)=O)(=O)=O 2-benzyl-1,1-dioxo-1,2-thiazolidin-4-one